NCCCCC(=O)OCC(=O)[C@]1(CC[C@H]2[C@@H]3C[C@@H](C4=CC(C=C[C@@]4([C@H]3[C@H](C[C@]12C)O)C)=O)C)O 2-((6S,8S,9S,10R,11S,13S,14S,17R)-11,17-dihydroxy-6,10,13-trimethyl-3-oxo-6,7,8,9,10,11,12,13,14,15,16,17-dodecahydro-3H-cyclopenta[a]phenanthren-17-yl)-2-oxoethyl 5-aminopentanoate